(S)-N-[(1R)-1-(4-bromophenyl)-2-[(tertbutyldimethylsilyl)oxy]ethyl]-2-methylpropane-2-sulfinamide BrC1=CC=C(C=C1)[C@H](CO[Si](C)(C)C(C)(C)C)N[S@@](=O)C(C)(C)C